4,4'-(3,9-dimethoxy-6H,12H-5,11-methanodibenzo[b,f][1,5]diazocine-2,8-diyl)bis(1-ethyl-pyridin-1-ium) bromide [Br-].COC=1C(=CC2=C(N3CC4=C(N(C2)C3)C=C(C(=C4)C4=CC=[N+](C=C4)CC)OC)C1)C1=CC=[N+](C=C1)CC.[Br-]